CN(C1=CC=C(C=C1)N1CCC2(C(C=3C=C(SC3N=C12)C)=O)O)C 12-[4-(Dimethylamino)phenyl]-9-hydroxy-5-methyl-4-thia-2,12-diazatricyclo[7.3.0.03,7]dodeca-1,3(7),5-trien-8-on